N-methyl-(2,2-bis((9Z,12Z)-octadeca-9,12-dienyl)-1,3-dioxolan-4-yl)methylamine CNCC1OC(OC1)(CCCCCCCC\C=C/C\C=C/CCCCC)CCCCCCCC\C=C/C\C=C/CCCCC